5-((3-(trans-3-(4-(6-(azetidin-1-yl)pyridin-2-yl)-1H-pyrazol-1-yl)cyclobutyl)propyl)amino)-2-(2,6-dioxopiperidin-3-yl)isoindoline-1,3-dione N1(CCC1)C1=CC=CC(=N1)C=1C=NN(C1)[C@@H]1C[C@H](C1)CCCNC=1C=C2C(N(C(C2=CC1)=O)C1C(NC(CC1)=O)=O)=O